BrC=1C(=C(N=NC1Cl)C(=O)OC)N1CC2(CCCN2C(=O)OCCCC)CC1 butyl 7-(5-bromo-6-chloro-3-(methoxycarbonyl)pyridazin-4-yl)-1,7-diazaspiro[4.4]nonane-1-carboxylate